10-(2-aminoethyl)-7-chloro-8-ethylbenzo[g]pteridine-2,4(3H,10H)-dione NCCN1C2=C(N=C3C(NC(N=C13)=O)=O)C=C(C(=C2)CC)Cl